N-[3-[2-(difluoromethoxy)-5-isopropylsulfanyl-phenyl]-1-[2-oxo-2-(4-tetrahydropyran-4-ylpiperazin-1-yl)ethyl]pyrazol-4-yl]pyrazolo[1,5-a]pyrimidine-3-carboxamide FC(OC1=C(C=C(C=C1)SC(C)C)C1=NN(C=C1NC(=O)C=1C=NN2C1N=CC=C2)CC(N2CCN(CC2)C2CCOCC2)=O)F